OC=1C=C(C=CC1O)C(C(=O)N)CCC (3,4-dihydroxyphenyl)pentanamide